4-bromo-2-(4-methylbenzyl)-1,2-oxazinan-3-one BrC1C(N(OCC1)CC1=CC=C(C=C1)C)=O